4-((1R,3S)-3-(but-2-ynamido)cyclopentyl)-5-fluoro-2,3-dimethyl-1H-indole-7-carboxamide C(C#CC)(=O)N[C@@H]1C[C@@H](CC1)C1=C2C(=C(NC2=C(C=C1F)C(=O)N)C)C